C(C)OC(=O)N1CC2(CC(C2)N2CCC(CC2)N2N=C(C=C2)C)CC1.O1N=C(C=C1)C1CCN(CC1)C1CC2(C1)CN(CC2)C(=O)OCC Ethyl 2-[4-(1,2-oxazol-3-yl)piperidin-1-yl]-6-azaspiro[3.4]octane-6-carboxylate Ethyl-2-[4-(3-methyl-1H-pyrazol-1-yl)piperidin-1-yl]-6-azaspiro[3.4]octane-6-carboxylate